CC(C)CCCCCCCCCC[C@@H]1CC(=O)N[C@H](C(=O)N[C@H](C(=O)N[C@@H](C(=O)N[C@H](C(=O)N[C@H](C(=O)N[C@@H](C(=O)N[C@H](C(=O)O1)CC(C)C)CC(C)C)CC(=O)O)C(C)C)CC(C)C)CC(C)C)CCC(=O)O The molecule is a cyclodepsipeptide that is N-[(3R)-3-hydroxy-14-methylpentadecanoyl]-L-alpha-glutamyl-L-leucyl-D-leucyl-L-valyl-L-alpha-aspartyl-D-leucyl-L-leucine in which the C-terminal carboxy group has been lactonised by condensation with the alcoholic hydroxy group. It has a role as an antibacterial agent, an antifungal agent, an antiviral agent, a surfactant, a metabolite and an antineoplastic agent. It is a cyclodepsipeptide, a lipopeptide antibiotic and a macrocyclic lactone.